(S)-N-(1-(6,7-difluoro-4-oxo-3,4-dihydrophthalazin-1-yl)ethyl)-2-fluoro-N-methyl-4H-thieno[3,2-b]pyrrole-5-carboxamide FC=1C=C2C(NN=C(C2=CC1F)[C@H](C)N(C(=O)C1=CC2=C(N1)C=C(S2)F)C)=O